2'-fluorouridine phosphorothioate P(O)(O)(=S)OC[C@@H]1[C@H]([C@]([C@@H](O1)N1C(=O)NC(=O)C=C1)(O)F)O